((tert-Butyldiphenylsilyl)oxy)butan-1-ol [Si](C1=CC=CC=C1)(C1=CC=CC=C1)(C(C)(C)C)OC(CCC)O